C(N)(SCC(=O)NC1=CC=C(C=C1)C(C)=O)=O S-(2-((4-acetylphenyl) amino)-2-oxoethyl) carbamothioate